N[C@H](CC1=C(C2=C(N(C(N=C2)Cl)CC2=CC=CC=C2)N1)F)C 6-[(2S)-2-aminopropyl]-N-benzyl-2-chloro-5-fluoro-7H-pyrrolo[2,3-d]pyrimidin